((3-(2-aminophenyl)-1H-pyrazol-5-yl)methyl)-2,6-dichloro-3,5-dimethoxyaniline NC1=C(C=CC=C1)C1=NNC(=C1)CNC1=C(C(=CC(=C1Cl)OC)OC)Cl